OCCCOC=1C=C2C=CC(=CC2=CC1)C#CC=1C=CC(=C(C(=O)OCCC)C1)OCCCCCCOC1=C(C=C(C=C1)C#CC1=CC2=CC=C(C=C2C=C1)OCCCO)C(=O)OCCC propyl 5-[2-[6-(3-hydroxypropoxy)-2-naphthyl]ethynyl]-2-[6-[4-[2-[6-(3-hydroxypropoxy)-2-naphthyl]ethynyl]-2-propoxycarbonyl-phenoxy]hexoxy]benzoate